N-(3-((1,3,4-oxadiazol-2-yl)amino)-5-fluorobenzyl)-8-cyclopentyl-7H-purine-6-carboxamide O1C(=NN=C1)NC=1C=C(CNC(=O)C2=C3NC(=NC3=NC=N2)C2CCCC2)C=C(C1)F